tert-butyl 3-formyl-3-methylazetidine-1-carboxylate C(=O)C1(CN(C1)C(=O)OC(C)(C)C)C